IC1=CC2=C(C(C3=C(N(S2(=O)=O)C)C=CC=C3)NC(CCCCCCCC(=O)OCC)CC)C=C1 Ethyl 9-((3-iodo-6-methyl-5,5-dioxido-6,11-dihydrodibenzo[c,f][1,2]thiazepin-11-yl)amino)undecanoate